5-({3-[(1S,3R)-3-{[(propan-2-yl)amino]oxy}cyclopentyl]-1H-pyrazol-5-yl}amino)-2,3-dihydro-1H-isoindole-1,3-dione CC(C)NO[C@H]1C[C@H](CC1)C1=NNC(=C1)NC=1C=C2C(NC(C2=CC1)=O)=O